(1R,4R)-2-isopropyl-2,5-diazabicyclo[2.2.1]heptane C(C)(C)N1[C@H]2CN[C@@H](C1)C2